CC(C(=O)OC=1C(=NN(C(C1C1=C(C(=CC=C1F)Cl)\C=C\C1=CC=C(C=C1)C#N)=O)C)C)C [5-[3-Chloro-2-[(E)-2-(4-cyanophenyl)vinyl]-6-fluoro-phenyl]-1,3-dimethyl-6-oxopyridazin-4-yl] 2-methylpropanoate